CCOC(=O)NC(=O)OC(C)(C)C Boc-urethane